COC1=C(C=C2C(=NC(=NC2=C1)C)N[C@H](C)C=1C(=C(C#N)C=CC1)C)N1CCC(CC1)N1CC2N(C(C1)C2)C 3-((1R)-1-((7-methoxy-2-methyl-6-(4-(6-methyl-3,6-diazabicyclo[3.1.1]heptan-3-yl)piperidin-1-yl)quinazolin-4-yl)amino)ethyl)-2-methylbenzonitrile